C(CCCCCCCCCCC)C=1C(SCC1)=C1SC=CC1=C1SC=CC1(C=1SC=CC1)CCCCCCCCCCCC 3,3''-didodecyl-quaterthiophene